3-[4-[3-(2-chlorophenyl)-2,4,5-trioxoimidazolidin-1-yl]-2-oxopyrrolidin-1-yl]benzonitrile ClC1=C(C=CC=C1)N1C(N(C(C1=O)=O)C1CC(N(C1)C=1C=C(C#N)C=CC1)=O)=O